(1S,3S,4S,5R,6R)-2-(tert-Butoxycarbonyl)-6-(cyclopropylmethyl)-5-fluoro-2-azabicyclo[2.2.2]octane-3-carboxylic acid C(C)(C)(C)OC(=O)N1[C@@H]2[C@H]([C@H]([C@H]([C@H]1C(=O)O)CC2)F)CC2CC2